NCC1C(C1)C(=O)[O-] 2-(aminomethyl)cyclopropane-1-carboxylate